butyl (S)-3-(5-(3,4-difluorophenyl)-3-ureidothiophene-2-carboxamido)piperidine-1-carboxylate FC=1C=C(C=CC1F)C1=CC(=C(S1)C(=O)N[C@@H]1CN(CCC1)C(=O)OCCCC)NC(=O)N